NC=1N=CC2=C(N1)NC=C2C2=CC=1N(C=C2)N(CC1)C1CC(C1)(F)F 5-(2-amino-7H-pyrrolo[2,3-d]pyrimidin-5-yl)-N-(3,3-difluorocyclobutyl)pyrazolo[1,5-a]pyridine